2-(1-(4-chloropyridin-2-yl)-1H-pyrazol-3-yl)-N-(3-cyclopropyl-1H-pyrazol-5-yl)acetamide ClC1=CC(=NC=C1)N1N=C(C=C1)CC(=O)NC1=CC(=NN1)C1CC1